2,2,2-trifluoroethyl 2-oxo-2-[rac-(5S)-5-methyl-2-(1,1,2-trimethyl-3,4-dihydroisoquinolin-6-yl)-1-piperidyl]acetate O=C(C(=O)OCC(F)(F)F)N1C(CC[C@@H](C1)C)C=1C=C2CCN(C(C2=CC1)(C)C)C |r|